(1-acetyl-1H-indole-3-carboxamido)-5-cyclopentylbenzoic acid C(C)(=O)N1C=C(C2=CC=CC=C12)C(=O)NC1=C(C(=O)O)C=C(C=C1)C1CCCC1